FC([C@@H]1C[C@@H](CNC1)NC(OC(C)(C)C)=O)(F)F cis-tert-butyl [5-(trifluoromethyl)piperidin-3-yl]carbamate